diisopropyl 4-fluoropyridine-2,6-dicarboxylate FC1=CC(=NC(=C1)C(=O)OC(C)C)C(=O)OC(C)C